COC(=O)C1=CN(C(C(=C1)C)=O)CCC1=C(C=CC(=C1)CN1N=CC=2C1=NC(=NC2N)Cl)Br.CC=C[SiH]2O[SiH](O[SiH](O2)C=CC)C=CC tri(methyl-vinyl)cyclotrisiloxane methyl-1-(5-((4-amino-6-chloro-1H-pyrazolo[3,4-d]pyrimidin-1-yl)methyl)-2-bromophenyl-ethyl)-5-methyl-6-oxo-1,6-dihydropyridin-3-carboxylate